hydroxycyclopropane-1-carboximidamide OC1(CC1)C(N)=N